5-chloro-4-(3-(2,2-dimethyl-4-(1-methyl-1H-pyrazol-4-yl)piperazin-1-yl)-5-methyl-1-(2-azaspiro[3.3]heptan-6-yl)-1H-pyrazol-4-yl)-6-methyl-1H-indazole trifluoroacetate FC(C(=O)O)(F)F.ClC=1C(=C2C=NNC2=CC1C)C=1C(=NN(C1C)C1CC2(CNC2)C1)N1C(CN(CC1)C=1C=NN(C1)C)(C)C